4-(1-(1-(2-(2,6-Dioxopiperidin-3-yl)-1,3-dioxoisoindol-5-yl)azetidin-3-yl)-4-methylpiperidin-4-yl)benzene O=C1NC(CCC1N1C(C2=CC=C(C=C2C1=O)N1CC(C1)N1CCC(CC1)(C)C1=CC=CC=C1)=O)=O